FC(OC=1C=C(C=CC1)N1C(NC2=C1C=CC(=C2)C(=O)NC2(CS(C2)(=O)=O)C)=O)F 1-(3-(difluoromethoxy)phenyl)-N-(3-methyl-1,1-dioxidothietan-3-yl)-2-oxo-2,3-dihydro-1H-benzo[d]imidazole-5-carboxamide